C1(=CC=C(C=C1)C\C(\C(=O)NCC=1C=C2CN(C(C2=CC1)=O)C1C(NC(CC1)=O)=O)=N/O)C1=CC=CC=C1 (E)-3-([1,1'-biphenyl]-4-yl)-N-((2-(2,6-dioxopiperidin-3-yl)-1-oxoisoindolin-5-yl)methyl)-2-(hydroxyimino)propionamide